O1C=NC2=C1C=C(C=C2)\C=C\2/N=C(NC2=O)NC2=CC=C(C=C2)N2CCN(CC2)C (4Z)-4-(1,3-Benzoxazol-6-ylmethylene)-2-[4-(4-methylpiperazin-1-yl)anilino]-1H-imidazol-5-one